2-((3-(3-Fluorophenethyl)-4-oxo-3,4-dihydropteridin-2-yl)thio)-N-(5-methyl-1,3,4-thiadiazol-2-yl)acetamide FC=1C=C(CCN2C(=NC3=NC=CN=C3C2=O)SCC(=O)NC=2SC(=NN2)C)C=CC1